ClC1=C(C=CC=C1)[C@@H](C)OC(=O)NC=1C(=NOC1C1=CC=C(C=N1)O[C@@H]1C[C@H](CCC1)C(=O)OC)C methyl (1S,3S)-3-((6-(4-((((R)-1-(2-chlorophenyl)ethoxy)carbonyl)amino)-3-methylisoxazol-5-yl)pyridin-3-yl)oxy)cyclohexane-1-carboxylate